(S)-2-(4-((5,5-dimethyltetrahydrofuran-3-yl)amino)pyrido[3,4-d]pyridazin-1-yl)-5-methylphenol CC1(C[C@@H](CO1)NC=1N=NC(=C2C1C=NC=C2)C2=C(C=C(C=C2)C)O)C